tert-butyl N-[4-[[5-[1-(2,6-dioxo-3-piperidyl)-3-methyl-2-oxo-benzimidazol-5-yl] pentylamino]methyl]-1-bicyclo[2.2.2]octanyl]carbamate O=C1NC(CCC1N1C(N(C2=C1C=CC(=C2)CCCCCNCC21CCC(CC2)(CC1)NC(OC(C)(C)C)=O)C)=O)=O